COC1=CC=C(C=C1)C=1C(=C(C(=C2C=3C(=C(C(=C(C3C3(C12)C1=CC=CC=C1C=1C=CC=CC13)C1=CC=C(C=C1)OC)C1=CC=C(C=C1)OC)C1=CC=C(C=C1)OC)C1=CC=C(C=C1)OC)C1=CC=C(C=C1)OC)C1=CC=C(C=C1)OC)C1=CC=C(C=C1)OC octa(4-methoxyphenyl)-9,9'-spirobifluorene